NC1=C(C(=O)NC)C=C(C=C1C(C)O[Si](C)(C)C(C)(C)C)F 2-Amino-3-(1-((tert-butyldimethylsilyl)oxy)ethyl)-5-fluoro-N-methylbenzamide